2-methyl-4-phenyl-1,4-dihydro-cyclopenta[b]indol-3(2H)-one CC1CC2=C(N(C=3C=CC=CC23)C2=CC=CC=C2)C1=O